((4-Methoxyphenyl)sulfonyl)acetic acid COC1=CC=C(C=C1)S(=O)(=O)CC(=O)O